quinolin-5-ylmethanone N1=CC=CC2=C(C=CC=C12)C=O